isopropyl-trihydroxysilane C(C)(C)[Si](O)(O)O